ClC1=C(C=C(C=C1)NC(=O)NCC=1C=C2CN(C(C2=CC1)=O)C1C(NC(CC1)=O)=O)O 1-(4-chloro-3-hydroxy-phenyl)-3-[[2-(2,6-dioxo-3-piperidyl)-1-oxo-isoindolin-5-yl]methyl]urea